C12CN(CC(N1)C2)C2=CC=C(C=N2)C2=C1C(=NN(C1=CC(=C2)OC[C@@H](C)O)C)C#N 4-(6-(3,6-diazabicyclo[3.1.1]heptan-3-yl)pyridin-3-yl)-6-((R)-2-hydroxypropoxy)-1-methyl-1H-indazole-3-carbonitrile